8-cyclopentyl-2-[5-(3,3-dimethyl-piperazin-1-yl)-pyridin-2-ylamino]-6-hydroxymethyl-8H-pyrido[2,3-d]Pyrimidin-7-one C1(CCCC1)N1C(C(=CC2=C1N=C(N=C2)NC2=NC=C(C=C2)N2CC(NCC2)(C)C)CO)=O